(+)-2-(5-chloro-2-fluorophenyl)-2-[(4-{[(1,3-oxazol-2-yl)amino]methyl}-1H-1,3-benzodiazol-2-yl)amino]propan-1-ol ClC=1C=CC(=C(C1)C(CO)(C)NC1=NC2=C(N1)C=CC=C2CNC=2OC=CN2)F